N-(5-((6-((R)-3-(3-chloro-2-methylphenyl)isoxazolidine-2-yl)pyrimidine-4-yl)amino)-4-methoxy-2-(4-((R)-2-methylmorpholino)piperidine-1-yl)phenyl)acrylamide ClC=1C(=C(C=CC1)[C@@H]1N(OCC1)C1=CC(=NC=N1)NC=1C(=CC(=C(C1)NC(C=C)=O)N1CCC(CC1)N1C[C@H](OCC1)C)OC)C